C(C)(C)(C)N(C(O)=O)C1CN(CC1)CC.C(=O)(O)C1=CC(=C(C=C1)C1=CC=CC=C1)C1=C2NC(=C1)C=C1C=CC(=N1)C=C1C=CC(N1)=CC=1C=CC(N1)=C2 (4-carboxy-1,1'-biphenylyl)porphyrin tert-butyl-(1-ethylpyrrolidin-3-yl)carbamate